2-ethyl-7-hydroxy-8-(5-methyl-2-(prop-1-en-2-yl)phenyl)-5-pentyl-4H-benzo[d][1,3]dioxin-4-one C(C)C1OC(C2=C(O1)C(=C(C=C2CCCCC)O)C2=C(C=CC(=C2)C)C(=C)C)=O